N,N,N',N'-tetramethyluronium hexafluorophosphate borate B([O-])([O-])[O-].F[P-](F)(F)(F)(F)F.C[N+](=C(O)N(C)C)C.C[N+](=C(O)N(C)C)C.C[N+](=C(O)N(C)C)C.C[N+](=C(O)N(C)C)C